(±)-4-(3-(4-Bromo-2-chlorophenyl)-1,4-oxazepan-4-yl)-6-methylpyrimidin-2-amine BrC1=CC(=C(C=C1)[C@@H]1COCCCN1C1=NC(=NC(=C1)C)N)Cl |r|